NC1=C2C(=NC=N1)N(N=C2C2=CC=C(C=C2)OC)C(C)C2=NC1=CC(=CC=C1C(N2C2CC2)=O)C(F)(F)F 2-(1-(4-amino-3-(4-methoxyphenyl)-1H-pyrazolo[3,4-d]pyrimidin-1-yl)ethyl)-3-cyclopropyl-7-(trifluoromethyl)quinazolin-4(3H)-one